COC1=CC=C(CNC2CCN(CC2)CCCOC2=C3C=CC(OC3=CC3=C2C=CO3)=O)C=C1 4-(3-(4-((4-methoxybenzyl)amino)piperidin-1-yl)propoxy)-7H-furo[3,2-g]chromen-7-one